[Si](C)(C)(C(C)(C)C)OCC1=C(N=NC(=C1)COC1OCCCC1)OC 4-(((tert-butyldimethylsilyl)oxy)methyl)-3-methoxy-6-(((tetrahydro-2H-pyran-2-yl)oxy)methyl)pyridazine